7-(8-chloronaphthalen-1-yl)-4-((S)-3-(cyanomethyl)-4-(2-fluoroacryloyl)piperazin-1-yl)-8-fluoro-2-(((4R)-4-fluoro-1-methylpyrrolidin-2-yl)methoxy)-4a,8a-dihydroquinoline-3-acetonitrile ClC=1C=CC=C2C=CC=C(C12)C=1C=CC2C(=C(C(=NC2C1F)OCC1N(C[C@@H](C1)F)C)CC#N)N1C[C@@H](N(CC1)C(C(=C)F)=O)CC#N